4-((p-toluenesulfonyl)amino)benzenesulfonamide CC1=CC=C(C=C1)S(=O)(=O)NC1=CC=C(C=C1)S(=O)(=O)N